7-((diphenylmethylene)amino)-4-(trifluoromethyl)quinolin-2(1H)-one C1(=CC=CC=C1)C(C1=CC=CC=C1)=NC1=CC=C2C(=CC(NC2=C1)=O)C(F)(F)F